2-(2-ethylphenyl)-3-(4-nitrophenyl)pyrazine C(C)C1=C(C=CC=C1)C1=NC=CN=C1C1=CC=C(C=C1)[N+](=O)[O-]